3-(5-Amino-6-(2H-1,2,3-triazol-2-yl)pyrazin-2-yl)-N-(4-cyanobicyclo[2.1.1]hexan-1-yl)-4-methylbenzenesulfonamide NC=1N=CC(=NC1N1N=CC=N1)C=1C=C(C=CC1C)S(=O)(=O)NC12CCC(C1)(C2)C#N